C(#N)C1=NC=CC(=N1)C1(CCCC1)NC(OCC1=CC=C(C=C1)C1=CC=C2C=NN(C2=C1)C)=O 4-(1-methyl-1H-indazol-6-yl)benzyl (1-(2-cyanopyrimidin-4-yl)cyclopentyl)carbamate